C1(=C(C=CC=C1)C12CN(CC2C1)C(=O)C1CC2(C1)NC(OC2)=O)C (rac)-(2s,4s)-2-(1-(o-Tolyl)-3-azabicyclo[3.1.0]hexane-3-carbonyl)-7-oxa-5-azaspiro[3.4]octan-6-one